N-(6-((7-((2,2-dimethyl-1,3-dioxan-4-yl)methoxy)-6-methoxy-1,5-naphthyridin-4-yl)oxy)-5-fluoropyridin-3-yl)-N-(4-fluorophenyl)cyclopropane-1,1-dicarboxamide CC1(OCCC(O1)COC1=C(N=C2C(=CC=NC2=C1)OC1=C(C=C(C=N1)N(C(=O)C1(CC1)C(=O)N)C1=CC=C(C=C1)F)F)OC)C